C(#C)C1=CC(=NC=2N=C(N=CC21)NC2=CC=C(C=C2)N2CCN(CC2)C)NC(=O)NCC=2N(N=CC2)C 1-(5-ethynyl-2-{[4-(4-methylpiperazin-1-yl)phenyl]amino}pyrido[2,3-d]pyrimidin-7-yl)-3-[(2-methylpyrazol-3-yl)methyl]urea